1,4-bis-trimethoxysilylbutane CO[Si](CCCC[Si](OC)(OC)OC)(OC)OC